C1(CC1)S(=O)(=O)N1C[C@H](CC1)NC=1C2=C(N=C(N1)NC1=CC=C(C=C1)N1CCN(CC1)C)NC=C2C(=O)C2=C(C=C(C=C2)F)F (S)-(4-((1-(cyclopropylsulfonyl)pyrrolidin-3-yl)amino)-2-((4-(4-methylpiperazin-1-yl)phenyl)amino)-7H-pyrrolo[2,3-d]pyrimidin-5-yl)(2,4-Difluorophenyl)methanone